C([C@H]([C@H]([C@@H]([C@H](C=O)NS(=O)(=O)[O-])O)O)O)OS(=O)(=O)[O-] The molecule is dianion of 2-N,6-O-disulfo-D-glucosamine arising from deprotonation of both sulfate OH groups; major species at pH 7.3. It is a conjugate base of a 2-N,6-O-disulfo-D-glucosamine.